benzyl (1R,3R,5S)-8-[5-(6-methylpyrimidin-4-yl)-1H-pyrazole-3-carbonyl]-8-azabicyclo[3.2.1]octane-3-carboxylate CC1=CC(=NC=N1)C1=CC(=NN1)C(=O)N1[C@H]2CC(C[C@@H]1CC2)C(=O)OCC2=CC=CC=C2